(1S,2S)-1-(2-cyano-4-fluorophenyl)-1-(1,3-dimethyl-1H-pyrazol-4-yl)propan C(#N)C1=C(C=CC(=C1)F)[C@H](CC)C=1C(=NN(C1)C)C